C1(=CC=C(C=C1)C(C1=CC(=CC=C1)NC(=O)C1=CC(=NN1C1=CC(=CC=C1)CNC(=O)OC(C)(C)C)C(F)(F)F)N(C(OC(C)(C)C)=O)CC1CC1)C1=CC=CC=C1 tert-butyl ([1,1-biphenyl]-4-yl(3-(1-(3-(((tert-butoxycarbonyl)amino)methyl)phenyl)-3-(trifluoromethyl)-1H-pyrazole-5-carboxamido)phenyl)methyl)(cyclopropylmethyl)carbamate